tert-butyl (S)-(tert-butoxycarbonyl)(8',9'-difluoro-4',5'-dihydrospiro[cyclopropane-1,6'-pyrrolo[3,2,1-ij]quinolin]-5'-yl)carbamate C(C)(C)(C)OC(=O)N(C(OC(C)(C)C)=O)[C@@H]1CN2C3=C(C(=C(C=C3C13CC3)F)F)C=C2